C(C(O)C)(=O)O.CN1CCOCC1 N-methylmorpholine lactate